FC=1C=C2C(=CC1)NC(C21CCN(CC1)CCOC1=CC2=C(NC(=N2)C2CC(C2)(C)O)C(=C1)C(F)(F)F)=O 5-fluoro-1'-{2-[2-(3-hydroxy-3-methylcyclobutyl)-7-(trifluoromethyl)-1H-1,3-benzimidazol-5-yloxy]ethyl}spiro[indoline-3,4'-piperidin]-2-one